[Si](C1=CC=CC=C1)(C1=CC=CC=C1)(C(C)(C)C)OC[C@@](C)(C1=CC(=NC(=C1)C1=CC=C(C=C1)F)Cl)NC(OCC1=CC=CC=C1)=O |r| benzyl rac-(1-((tert-butyldiphenylsilyl)oxy)-2-(2-chloro-6-(4-fluorophenyl)pyridin-4-yl)propan-2-yl)carbamate